FC1=CC=CC=2[C@H](CC3=C(OC21)C=CC=C3)CN |o1:6| (S*)-(6-fluoro-10,11-dihydrodibenzo[b,f]oxepin-10-yl)methanamine